C(CCCCCCC\C=C/CCCCCCCC)[C@](O)(C[N+](C)(C)C)CC([O-])=O Oleyl-L-carnitine